ClC=1C(=CC(=C(C1)S(=O)(=O)NC=1SC(=CN1)Cl)F)NCC1=C(C=C(C=C1)C(F)(F)F)N1CCCC1 5-chloro-N-(5-chlorothiazol-2-yl)-2-fluoro-4-((2-(pyrrolidin-1-yl)-4-(trifluoromethyl)benzyl)amino)benzenesulfonamide